C(C)(C)C1C(N(N=C(O1)C=1C(=NC=CN1)C(C)NC(C1=CC(=CC(=C1)C(F)(F)F)C(F)(F)F)=O)C)=O N-[1-[3-(6-isopropyl-4-methyl-5-oxo-1,3,4-oxadiazin-2-yl)pyrazin-2-yl]ethyl]-3,5-bis(trifluoromethyl)benzamide